ClC=1N=CSC1Cl 4,5-dichlorothiazole